N[C@H](CN1C=2C(CC(C1)(F)F)=C(SC2C(=O)OC)Br)[C@@H]2OCCC2 methyl 1-((R)-2-amino-2-((R)-tetrahydrofuran-2-yl)ethyl)-5-bromo-3,3-difluoro-1,2,3,4-tetrahydrothieno[3,4-b]pyridine-7-carboxylate